ortho-hydroxyacetophenone OC1=C(C=CC=C1)C(C)=O